tert-butyl 4-((4-(2-allyl-6-((4-fluorophenyl)amino)-3-oxo-2,3-dihydro-1H-pyrazolo[3,4-d]pyrimidin-1-yl)pyrimidin-2-yl)oxy)piperidine-1-carboxylate C(C=C)N1N(C2=NC(=NC=C2C1=O)NC1=CC=C(C=C1)F)C1=NC(=NC=C1)OC1CCN(CC1)C(=O)OC(C)(C)C